(+)-tert-butyl (2-(3-(cyclohexylmethoxy)-N-(2,2,2-trifluoroacetyl)phenylsulfonimidoyl)ethyl)carbamate C1(CCCCC1)COC=1C=C(C=CC1)S(=O)(=NC(C(F)(F)F)=O)CCNC(OC(C)(C)C)=O